(R)-6-amino-7-((tert-butoxycarbonyl)amino)heptanoic acid N[C@H](CCCCC(=O)O)CNC(=O)OC(C)(C)C